FC1=C2C(=C(C=3N(C(=NC31)[C@@H](C)NC(OC(C)(C)C)=O)C)F)CC(C2)C=O tert-Butyl N-[(1R)-1-(4,8-difluoro-6-formyl-1-methyl-6,7-dihydro-5H-cyclopenta[f]benzimidazol-2-yl)ethyl]carbamate